ClC=1C=C(C=CC1C#N)NC([C@@](CN1N=C(C2=CC(=CC=C12)F)Cl)(C)O)=O (S)-N-(3-Chloro-4-cyanophenyl)-3-(3-chloro-5-fluoro-1H-indazol-1-yl)-2-hydroxy-2-methylpropanamide